5-methoxy-1H-pyrrolo[2,3-b]pyridine-3-carbaldehyde COC=1C=C2C(=NC1)NC=C2C=O